acetamide Formate C(=O)O.C(C)(=O)N